(R)-4-(3-((cyclobutylmethyl)amino)piperidin-1-yl)-1-((5-(5-methoxypyridin-3-yl)-1,3,4-thiadiazol-2-yl)methyl)pyridin-2(1H)-one C1(CCC1)CN[C@H]1CN(CCC1)C1=CC(N(C=C1)CC=1SC(=NN1)C=1C=NC=C(C1)OC)=O